O1CC=CC2=CC=CC=C12.[Na].[Na] disodium chromene